(9aR,10S)-10-((R)-(2,3-difluorophenyl)(3-fluorophenyl)methyl)-3,5-dioxo-3,5,8,9,9a,10-hexahydro-7H-pyrrolo[1',2':4,5]pyrazino[1,2-b]pyridazin-4-yl piperidine-1-carboxylate N1(CCCCC1)C(=O)OC1=C2N(N=CC1=O)[C@H]([C@@H]1N(C2=O)CCC1)[C@H](C1=CC(=CC=C1)F)C1=C(C(=CC=C1)F)F